tert-butyl 6-[difluoro-[6-(trifluoromethyl) pyridazin-3-yl] methyl]-2-azaspiro[3.3]heptane-2-carboxylate FC(C1CC2(CN(C2)C(=O)OC(C)(C)C)C1)(C=1N=NC(=CC1)C(F)(F)F)F